BrCC1=CC=C(C=C1)C=1N(C=C(N1)C)C 2-(4-(bromomethyl)phenyl)-1,4-dimethyl-1H-imidazole